N'-((3,3-dimethyl-1,2,3,5,6,7-hexahydrodicyclopenta[b,e]pyridin-8-yl)carbamoyl)-5-(2-hydroxypropan-2-yl)thiazole-2-sulfonimidamide CC1(CCC=2C1=NC1=C(C2NC(=O)N=S(=O)(N)C=2SC(=CN2)C(C)(C)O)CCC1)C